((1S,4R,6R)-6-((5-Chloropyrimidin-2-yl)oxy)-2-azabicyclo[2.2.1]hept-2-yl)(3-fluoro-2-(pyrimidin-2-yl)phenyl)methanone ClC=1C=NC(=NC1)O[C@@H]1C[C@@H]2CN([C@H]1C2)C(=O)C2=C(C(=CC=C2)F)C2=NC=CC=N2